(4-hydroxybenzyl)-3,7-dimethyl-nona-2,4,6,8-tetraenamide OC1=CC=C(CC(C(=O)N)=C(C=CC=C(C=C)C)C)C=C1